BrC1=CC(=C(S1)C(=O)O)C 5-bromo-3-methylthiophene-2-carboxylic acid